2-{[4-(4-fluoro-1-methyl-1H-indol-6-yl)-1-oxo-2,3-dihydro-1H-isoindol-2-yl]methyl}prop-2-enenitrile FC1=C2C=CN(C2=CC(=C1)C1=C2CN(C(C2=CC=C1)=O)CC(C#N)=C)C